C(C1=CC=CC=C1)=NC1=NNC(=N1)N N-benzylidene-1H-[1,2,4]triazol-3,5-diamine